dimethylsilylene(3-phenyl-cyclopenta[2,3-b]thiophen-6-yl)(cyclopentadienyl)zirconium dichloride [Cl-].[Cl-].C[Si](=[Zr+2](C1C=CC=C1)C=1C=CC=2C1SCC2C2=CC=CC=C2)C